(1-phenylethyl)quinoline-3,4-diamine C1(=CC=CC=C1)C(C)C1=NC2=CC=CC=C2C(=C1N)N